FC1=NN(C=C1C1=CC(=C(C(=O)N)C=C1)OC)C1=CC(=C(C=C1)C)N(C(C=C)=O)C 4-(3-fluoro-1-(4-methyl-3-(N-methylacrylamido)phenyl)-1H-pyrazol-4-yl)-2-methoxybenzamide